C(C)N(CCC1=CC=C(C2=CC=CC=C12)O)C 4-(2-(ethyl(methyl)amino)ethyl)naphthalen-1-ol